1-(4-(benzyloxy)-2-chloro-6-methylpyridin-3-yl)ethan-1-one C(C1=CC=CC=C1)OC1=C(C(=NC(=C1)C)Cl)C(C)=O